OC[C@@H](C)NC(=O)C=1C=NC(=C(C1)C=1N=NN(N1)C)OC1=CC=C(C=C1)C(F)(F)F N-[(2R)-1-hydroxypropan-2-yl]-5-(2-methyl-2H-tetrazol-5-yl)-6-[4-(trifluoromethyl)phenoxy]pyridine-3-carboxamide